(methoxycarbonyl-methyl)uracil COC(=O)CC=1C(NC(NC1)=O)=O